C(C)(C)(C)OC(=O)C1=CC=NC2=CC=C(C=C12)N1N=C(C=C1C)C(F)(F)F 6-(5-methyl-3-(trifluoromethyl)-1H-pyrazol-1-yl)quinoline-4-carboxylic acid tert-butyl ester